N[C@@H](C(C)OC1CC1)C=1N=C2N(N=CC(=C2)[C@@H](COC)N2C(NCC(C2)(F)F)=O)C1 |o1:1| 1-((1S)-1-(2-((1R*)-1-amino-2-cyclopropoxypropyl)imidazo[1,2-b]pyridazin-7-yl)-2-methoxyethyl)-5,5-difluorotetrahydropyrimidin-2(1H)-one